C(#N)C1=C(C(=C(C2=C1OC1(CC1)CN2C(=S)[S-])C)F)C2=CC=NN2C 8-cyano-6-fluoro-5-methyl-7-(1-methyl-1H-pyrazol-5-yl)spiro[benzo[b][1,4]oxazine-2,1'-cyclopropane]-4(3H)-carbodithioate